2-((5-(2-Aminopropan-2-yl)-8-cyclobutoxy-2,7-naphthyridin-3-yl)amino)-7,7-dimethyl-7,8-dihydro-5H-pyrano[4,3-b]pyridin-5-one NC(C)(C)C1=C2C=C(N=CC2=C(N=C1)OC1CCC1)NC1=CC=C2C(=N1)CC(OC2=O)(C)C